(S)-cyclopropyl(6-((2-(2-fluoro-6-methoxyphenyl)pyrimidin-4-yl)amino)-4-(3-hydroxypiperidin-1-yl)pyridin-3-yl)methanone C1(CC1)C(=O)C=1C=NC(=CC1N1C[C@H](CCC1)O)NC1=NC(=NC=C1)C1=C(C=CC=C1OC)F